ClC1=C(C(=O)N2COC3=C(C2)C=CC=C3C3=CC(=C(C(=O)O)C=C3)N3CCOCC3)C(=CC(=C1)N1CCN(CC1)C)Cl 4-[3-[2,6-dichloro-4-(4-methylpiperazin-1-yl)benzoyl]-2,4-dihydro-1,3-benzoxazin-8-yl]-2-morpholine-4-ylbenzoic acid